4-(trifluoromethyl)-phenyl isothiocyanate FC(C1=CC=C(C=C1)N=C=S)(F)F